NC1=NC=CC(=C1)C1=CC=C2C(=N1)N(C(=N2)C)C2=CC(=C(C=C2)N2CCN(CC2)CCC#CC=2C=CC(=NC2)N2CCCCC2)F 1-(5-(4-(4-(4-(5-(2-aminopyridin-4-yl)-2-methyl-3H-imidazo[4,5-b]pyridin-3-yl)-2-fluorophenyl)piperazin-1-yl)but-1-yn-1-yl)pyridin-2-yl)piperidine